O-methoxyethyl-thymidine COCCO[C@H]1C[C@@H](O[C@@H]1CO)N1C(=O)NC(=O)C(C)=C1